1,5-anhydro-2,3-dideoxy-3-(6-(4-((3-fluoropropyl)carbamoyl)benzyl)-7,8-dimethyl-4-oxoquinazolin-3(4H)-yl)-L-threo-pentitol FCCCNC(=O)C1=CC=C(CC=2C=C3C(N(C=NC3=C(C2C)C)[C@H]2CCOC[C@@H]2O)=O)C=C1